C(C)(C)(C)OC(=O)NCC(CN1N=CC=C1C(=O)OC)O methyl 2-[3-(tert-butoxycarbonylamino)-2-hydroxy-propyl]pyrazole-3-carboxylate